C[C@H]1CN(CCC1)S(=O)(=O)C (3R,4S)-3-methyl-1-(methylsulfonyl)piperidin